6-methyl-7-nitro-3,4-dihydro-2H-1,4-benzoxazine CC=1C(=CC2=C(NCCO2)C1)[N+](=O)[O-]